(2E)-3-(4-hydroxyphenyl)-2-propenoate OC1=CC=C(C=C1)/C=C/C(=O)[O-]